3-methacryloxypropyltris-(2-methoxyethoxy)silane C(C(=C)C)(=O)OCCC[Si](OCCOC)(OCCOC)OCCOC